Hafnium telluride [Te-2].[Hf+4].[Te-2]